tetramethyl-cyclopentadienyl-tert-butylamino-dimethyl-titanium CCC(C(C)(C)C)(C)N[Ti](C)(C)C1C=CC=C1